(S)-1-cyano-N-(4-(6-cyanopyridin-2-yl)thiazol-2-yl)-N-methylpyrrolidine-2-carboxamide C(#N)N1[C@@H](CCC1)C(=O)N(C)C=1SC=C(N1)C1=NC(=CC=C1)C#N